FC1=C(N)C=CC(=C1)OC1=NN(C=C1)C1=NC=C(C(=C1)F)C 2-fluoro-4-((1-(4-fluoro-5-methylpyridin-2-yl)-1H-pyrazol-3-yl)oxy)aniline